(R)-N-((5-chloro-3-nitropyridin-2-yl)methyl)-1-((1s,4S)-4-(6-fluoroquinolin-4-yl)cyclohexyl)ethan-1-amine ClC=1C=C(C(=NC1)CN[C@H](C)C1CCC(CC1)C1=CC=NC2=CC=C(C=C12)F)[N+](=O)[O-]